1,3-dimethyl-3-(3,3,3-trifluoropropyl)indolin-2-one ((dimethoxyphosphoryl)methoxy)tetrahydrofuran-3-yl-acetate COP(=O)(OC)COC(C(=O)O)C1COCC1.CN1C(C(C2=CC=CC=C12)(CCC(F)(F)F)C)=O